4-((1R,5S)-3,8-diazabicyclo[3.2.1]octan-3-yl)-2-(2,6-dioxopiperidin-3-yl)-5-fluoroisoindoline-1,3-dione [C@H]12CN(C[C@H](CC1)N2)C2=C1C(N(C(C1=CC=C2F)=O)C2C(NC(CC2)=O)=O)=O